methyl-6-(hydroxymethyl)-8-(2-methylbutyl)-4,7-dioxohexahydro-2H-pyrazino[1,2-a]pyrimidine CN1C2N(C(CC1)=O)C(C(N(C2)CC(CC)C)=O)CO